C(C)OC(CN1N=C2C(=C(C=C(C2=C1)Cl)C1=CC=C(C=C1)N1CCOCC1)C(F)F)=O 2-(4-chloro-7-(difluoromethyl)-6-(4-morpholinophenyl)-2H-indazol-2-yl)acetic acid ethyl ester